C(C=C)(=O)OCCOCCC[SiH2]C(O[Si](C)(C)C)O[Si](C)(C)C acryloyloxyethoxypropylbis(trimethylsiloxy)methylsilane